4-((4S,5S)-4-cyclopropyl-7-ethyl-6-oxo-1-phenyl-5-(3-(trifluoromethyl)benzamido)-4,5,6,7-tetrahydro-1H-pyrazolo[3,4-b]pyridine-3-carbonyl)thiomorpholine-3-carboxamide C1(CC1)[C@H]1C2=C(N(C([C@H]1NC(C1=CC(=CC=C1)C(F)(F)F)=O)=O)CC)N(N=C2C(=O)N2C(CSCC2)C(=O)N)C2=CC=CC=C2